NC1=C(C=C(C=C1)Cl)C(CCC1=CC=CC=C1)=O 1-(2-amino-5-chloro-phenyl)-3-phenyl-propan-1-one